6-((2-aminoethyl)sulfonyl)-3-(1H-benzo[d]imidazol-4-yl)-2-(2H-tetrazol-5-yl)benzenesulfonamide NCCS(=O)(=O)C1=CC=C(C(=C1S(=O)(=O)N)C=1N=NNN1)C1=CC=CC=2NC=NC21